FC=1C(=C2C(=NC1C)N(N=C2)COCC[Si](C)(C)C)I 5-Fluoro-4-iodo-6-methyl-1-((2-(trimethylsilyl)ethoxy)methyl)-1H-pyrazolo[3,4-b]pyridine